CN1N=CC(=C1C(=O)OC)C(=O)OC Dimethyl 1-methyl-1H-pyrazole-4,5-dicarboxylate